2-(2-chlorophenyl)-N-{4-[(1r,5s,6r)-3-oxabicyclo[3.1.0]hex-6-ylmethoxy]-3-sulfamoylphenyl}acetamide ClC1=C(C=CC=C1)CC(=O)NC1=CC(=C(C=C1)OCC1[C@H]2COC[C@@H]12)S(N)(=O)=O